methylphenoxazine-2,7-dicarboxylic acid CC1=C(C=CC=2OC3=CC(=CC=C3NC12)C(=O)O)C(=O)O